N1(CCCCC1)CCN1C(NC2=NC=C(C=C21)C2=CC(=CC=C2)C(F)(F)F)=O 1-[2-(1-piperidinyl)ethyl]-6-[3-(trifluoromethyl)phenyl]-3H-imidazo[4,5-b]pyridin-2-one